C1([C@@H](O)[C@@H](O)[C@H](O)[C@H](O1)CO)C([C@H](O)[C@H](O)CO)O (mannopyranosyl)-erythritol